2-[3-cis-(trifluoromethoxy)cyclobutoxy]-N-[(3R,6S)-6-[5-[3-cis-(trifluoromethoxy)cyclobutyl]-1,3,4-oxadiazol-2-yl]Tetrahydropyran-3-yl]Acetamide FC(OC1(CCC1)OCC(=O)N[C@H]1CO[C@@H](CC1)C=1OC(=NN1)C1(CCC1)OC(F)(F)F)(F)F